C(=C)OS(=O)(=O)C(F)(F)F (Z)-vinyltriflate